tert-butyl ((S)-1-(5-(((S)-1-cyclopropylethyl)carbamoyl)-3-(3,5-difluorophenyl)-2-(trifluoromethyl)pyridin-4-yl)-3-methylpyrrolidin-3-yl)carbamate C1(CC1)[C@H](C)NC(=O)C=1C(=C(C(=NC1)C(F)(F)F)C1=CC(=CC(=C1)F)F)N1C[C@@](CC1)(C)NC(OC(C)(C)C)=O